C1OC(N2C1CC=1C=CC=CC21)=O 9,9a-dihydro-oxazolo[3,4-a]indol-3(1H)-one